ClC=1C(=NC=CC1)N1C=C(C=2C1=NC=C(C2)C=2C(=NOC2C)C)C2=C(C=C(C(=O)O)C=C2)OC(F)(F)F 4-(1-(3-chloropyridin-2-yl)-5-(3,5-dimethylisoxazol-4-yl)-1H-pyrrolo[2,3-b]pyridin-3-yl)-3-(trifluoromethoxy)benzoic acid